6-Fluoro-2-(methoxy-d3)-3-(2,2,2-trifluoro-1-methoxyethyl)benzonitrile FC1=CC=C(C(=C1C#N)OC([2H])([2H])[2H])C(C(F)(F)F)OC